3-(5-bromo-6-chloro-1-oxoisoindolin-2-yl)piperidine-2,6-dione BrC=1C=C2CN(C(C2=CC1Cl)=O)C1C(NC(CC1)=O)=O